CC=1C(=NC=CC1)B(O)O 3-METHYLPYRIDINE-2-BORONIC ACID